COC1=CC=C2C(=CC(OC2=C1)=O)CC(=O)O 7-methoxycoumarin-4-ACETIC ACID